Thian-phenol C1(=CC=CC=C1)O.S1CCCCC1